CC1=C(C(=CC=C1)C)C=1N=C(SC1C1=CC(=C(C=C1)F)OCC(C(F)(F)F)(C)C)N 4-(2,6-dimethylphenyl)-5-(4-fluoro-3-(3,3,3-trifluoro-2,2-dimethylpropoxy)phenyl)thiazol-2-amine